BrC1=CC=C(C=C1)CCNC1=CC(=NC=N1)C1=CC=C2CNN(C2=C1)C 6-{6-[2-(4-Bromo-phenyl)-ethylamino]-pyrimidin-4-yl}-1-methyl-1,2-dihydro-indazol